The molecule is a piperidine alkaloid comprising the 14,15,16,17-tetradehydro derivative of veratraman having two hydroxy groups at the 3- and 23-positions. It derives from a hydride of a veratraman. C[C@H]1C[C@H]([C@@H](NC1)[C@@H](C)C2=C(C3=C(C=C2)[C@@H]4CC=C5C[C@H](CC[C@@]5([C@H]4C3)C)O)C)O